2-[6-(1,1-difluoropropyl)pyridin-3-yl]benzoic acid FC(CC)(F)C1=CC=C(C=N1)C1=C(C(=O)O)C=CC=C1